(2-fluorophenyl)-((5-(4-methoxy-3-methylphenyl)thiophen-2-yl)methyl)benzofuran-2-carboxamide FC1=C(C=CC=C1)C1=CC=CC2=C1C(=C(O2)C(=O)N)CC=2SC(=CC2)C2=CC(=C(C=C2)OC)C